COC1=NC(=CC(=N1)NS(=O)(=O)C1=CC=C(C=C1)N1C(=C(C=C1C)C(CN1CCC(CC1)O)=O)C)OC N-(2,6-Dimethoxy-pyrimidin-4-yl)-4-(3-(2-(4-hydroxypiperidin-1-yl)acetyl)-2,5-dimethyl-1H-pyrrol-1-yl)benzene-sulfonamide